5-(1-(tert-Butoxycarbonyl)piperidin-4-yl)-2-(1-ethyl-6-oxo-5-vinyl-1,6-dihydropyridin-3-yl)-3-isopropyl-1H-indole-1-carboxylic acid tert-butyl ester C(C)(C)(C)OC(=O)N1C(=C(C2=CC(=CC=C12)C1CCN(CC1)C(=O)OC(C)(C)C)C(C)C)C1=CN(C(C(=C1)C=C)=O)CC